ethylenediamine platinum(II) malonate C(CC(=O)[O-])(=O)[O-].[Pt+2].C(CN)N